7-nitro-2,3,4,5-tetrahydro-1H-benzo[D]azepine [N+](=O)([O-])C1=CC2=C(CCNCC2)C=C1